rel-(R)-4-(5-(6-(difluoromethyl)-4-(trifluoromethyl)pyridin-2-yl)-5-(trifluoromethyl)-4,5-dihydroisoxazol-3-yl)-2-methyl-N-(2-oxo-2-((2,2,2-trifluoroethyl)amino)ethyl)benzamide FC(C1=CC(=CC(=N1)[C@]1(CC(=NO1)C1=CC(=C(C(=O)NCC(NCC(F)(F)F)=O)C=C1)C)C(F)(F)F)C(F)(F)F)F |o1:8|